CN1CCN(CC1)C(=O)C1=C(C=C(C=C1)NC(N)=O)C(F)(F)F 3-(4-(4-methylpiperazine-1-carbonyl)-3-(trifluoromethyl)phenyl)urea